tert-butyl trans-4-(6-((4-chloro-2-fluorobenzyl) oxy) pyridin-2-yl)-3-hydroxypiperidine-1-carboxylate ClC1=CC(=C(COC2=CC=CC(=N2)[C@H]2[C@@H](CN(CC2)C(=O)OC(C)(C)C)O)C=C1)F